Racemic-(3aR,4R,6aR)-1-benzyl-4-methylhexahydropyrrolo[3,4-b]-pyrrole-5(1H)-carboxylic acid tert-butyl ester C(C)(C)(C)OC(=O)N1C[C@@H]2N(CC[C@@H]2[C@H]1C)CC1=CC=CC=C1 |r|